β-D-glucopyranuronic acid methyl ester COC([C@@H]1[C@H]([C@@H]([C@H]([C@H](O)O1)O)O)O)=O